O1N=CCC=CC1 4,7-dihydro-1,2-oxaazepine